2-Amino-7-(3-chlorobenzyl)-9-((2R,3S,4S,5R)-4-fluoro-3-hydroxy-5-(hydroxymethyl)tetrahydrofuran-2-yl)-7,9-dihydro-8H-purin-8-on NC1=NC=C2N(C(N(C2=N1)[C@@H]1O[C@@H]([C@H]([C@H]1O)F)CO)=O)CC1=CC(=CC=C1)Cl